OC=1C(=NC=C(C1)C#C[Si](C)(C)C)C(=O)NCC(C(=O)OCC)(C)C ethyl 3-(3-hydroxy-5-((trimethylsilyl) ethynyl) picolinamido)-2,2-dimethylpropionate